(4-((5-methoxy-4-oxo-3,4-dihydropyrido[3,4-d]pyridazin-7-yl)methyl)phenyl)phosphonic acid COC1=NC(=CC2=C1C(NN=C2)=O)CC2=CC=C(C=C2)P(O)(O)=O